5-{2-amino-[1,2,4]triazolo-[1,5-a]pyridin-7-yl}-2-methoxy-6-methyl-N-{2-[2-(trifluoromethoxy)-phenyl]ethyl}pyridine-3-carboxamide NC1=NN2C(C=C(C=C2)C=2C=C(C(=NC2C)OC)C(=O)NCCC2=C(C=CC=C2)OC(F)(F)F)=N1